ethyl 2-diazo-3,3,3-trifluoro-propanoate [N+](=[N-])=C(C(=O)OCC)C(F)(F)F